C=CCCCCCCC(CCCCCCC=C)OC(CCCCCCC(=O)O)=O 8-(Heptadeca-1,16-dien-9-yloxy)-8-oxooctanoic acid